((1R,2R,4S)-4-(3-fluorophenyl)-2-(pyridin-2-yl)bicyclo[2.1.1]hexan-1-yl)(naphthalen-2-yl)methanone FC=1C=C(C=CC1)C12C[C@H](C(C1)(C2)C(=O)C2=CC1=CC=CC=C1C=C2)C2=NC=CC=C2